C1(CCC1)OC1=NC=CC(=C1)CN (2-cyclobutoxypyridin-4-yl)methylamine